C(=C)[Si](NC)(NC)NC 1-ethenyl-N,N',N''-trimethylsilanetriamine